5-vinyl-terephthalic acid C(=C)C=1C(=CC=C(C(=O)O)C1)C(=O)O